tert-butyl 6-(3-oxobutanoyl)-2-azaspiro[3.3]heptane-2-carboxylate O=C(CC(=O)C1CC2(CN(C2)C(=O)OC(C)(C)C)C1)C